C1(=CC=CC=C1)C(C1=CC=CC=C1)=NC=1C=NC=C2C=CN(C(C12)=O)C 8-((Diphenylmethylene)amino)-2-methyl-2,6-naphthyridin-1(2H)-one